2,7-diazaspiro[3.4]octan-2-yl-(4,5-dichloro-1H-indol-2-yl)methanone C1N(CC12CCNC2)C(=O)C=2NC1=CC=C(C(=C1C2)Cl)Cl